Tert-Butyl(4-((2-(2,6-dioxopiperidin-3-yl)-1-oxoisoindolin-4-yl)amino)butyl)carbamate C(C)(C)(C)OC(NCCCCNC1=C2CN(C(C2=CC=C1)=O)C1C(NC(CC1)=O)=O)=O